C(CC)C1(CCC(CC1)C(=O)O)C1CCCCC1 propyl-[1,1'-bi(cyclohexane)]-4-carboxylic acid